3-(4-(aminomethyl)phenyl)-6-((1-(2-fluoro-4-(thiazol-2-yl)benzyl)-4-hydroxypiperidin-4-yl)methyl)-2-methyl-2,6-dihydro-7H-pyrazolo[4,3-d]pyrimidin-7-one dihydrochloride Cl.Cl.NCC1=CC=C(C=C1)C=1N(N=C2C1N=CN(C2=O)CC2(CCN(CC2)CC2=C(C=C(C=C2)C=2SC=CN2)F)O)C